5-((4R)-4-((3R,10S,13R)-3-methoxy-10,13-dimethylhexadecahydro-1H-cyclopenta[a]phenanthren-17-yl)pentyl)-13,13-dimethyl-11-(octyloxy)-12,14-dioxa-5-aza-13-siladocosan-1-ol CO[C@@H]1CC[C@@]2(C3CC[C@@]4(C(CCC4C3CCC2C1)[C@@H](CCCN(CCCCO)CCCCCC(O[Si](OCCCCCCCC)(C)C)OCCCCCCCC)C)C)C